FC1=C(C2=C(C=CC=C2C=C1OCOC)C#C[Si](C(C)C)(C(C)C)C(C)C)O fluoro-3-(methoxymethoxy)-8-((triisopropylsilyl)ethynyl)naphthalen-1-ol